tert-butyl 6-(o-tolylcarbamoyl)-2-azaspiro[3.3]heptane-2-carboxylate C1(=C(C=CC=C1)NC(=O)C1CC2(CN(C2)C(=O)OC(C)(C)C)C1)C